1-(1-(2-(4-morpholinophenyl)acetyl)piperidin-4-yl)-1H-benzo[d]imidazol-2(3H)-one O1CCN(CC1)C1=CC=C(C=C1)CC(=O)N1CCC(CC1)N1C(NC2=C1C=CC=C2)=O